COC(C[Se]C1=NC2=CC=CC=C2C=C1)OC 2-(2,2-dimethoxyethylseleno)quinoline